[Si](C)(C)(C(C)(C)C)O[C@H]1C=CC(C1)=O (R)-4-(tert-butyldimethylsilyloxy)-2-cyclopentenone